(2,2,6,6-tetramethylpiperidin-4-yl) 2-methylprop-2-enoate CC(C(=O)OC1CC(NC(C1)(C)C)(C)C)=C